(S)-6-methoxy-N-(1-methoxypropane-2-yl)-8-(4-(trifluoromethyl)phenoxy)quinoline-3-carboxamide COC=1C=C2C=C(C=NC2=C(C1)OC1=CC=C(C=C1)C(F)(F)F)C(=O)N[C@H](COC)C